4-[[2-(3-Acetylphenyl)acetyl]amino]-N-tert-butyl-pyridine-2-carboxamide C(C)(=O)C=1C=C(C=CC1)CC(=O)NC1=CC(=NC=C1)C(=O)NC(C)(C)C